FCCCNCCOC1=C(C=CC(=C1)[C@H]1N([C@@H](CC2=C1NC1=CC=CC=C21)C)CC(F)(F)F)F 3-fluoro-N-(2-(2-fluoro-5-((1R,3R)-3-methyl-2-(2,2,2-trifluoroethyl)-2,3,4,9-tetrahydro-1H-pyrido[3,4-b]indol-1-yl)phenoxy)ethyl)propan-1-amine